4,5-dichloro-N1,N1,N3-triphenylbenzene-1,3-diamine ClC1=C(C=C(C=C1Cl)N(C1=CC=CC=C1)C1=CC=CC=C1)NC1=CC=CC=C1